3,3-dimethyl-2-pyrrolidone CC1(C(NCC1)=O)C